C[C@]1(C[C@]2(CN(C(O2)=O)C2=NC=C(C=C2)C)CCC1)CN1C=NC2=C1C=C(C=C2)C#N 1-{[(5S,7S)-7-methyl-3-(5-methyl-2-pyridinyl)-2-oxo-1-oxa-3-azaspiro[4.5]dec-7-yl]methyl}-1H-benzimidazole-6-carbonitrile